3-methyl-6-(4-methylpiperazin-1-yl)benzo[b]thiophene-2-carboxylic acid ethyl ester C(C)OC(=O)C1=C(C2=C(S1)C=C(C=C2)N2CCN(CC2)C)C